2-(1-Adamantyl)-N-[2-(cyclohexylmethyl)-1H-benzimidazol-5-yl]acetamide C12(CC3CC(CC(C1)C3)C2)CC(=O)NC2=CC3=C(NC(=N3)CC3CCCCC3)C=C2